C(C)OC(C(C(C)=O)CC=1C=CC2=C(C=CO2)C1)=O 2-(benzofuran-5-ylmethyl)-3-oxobutanoic acid ethyl ester